NC1=NC=NC2=C1C(=C1C(=C[C@@H](CN21)NC(C(=C([2H])[2H])F)=O)C)C=2C=NC1=CC=CC=C1C2 (S)-N-(4-amino-6-methyl-5-(quinolin-3-yl)-8,9-dihydropyrimido[5,4-b]indolizin-8-yl)-2-fluoro-3,3-dideuteroacrylamide